C(C1=CC=CC=C1)N1N=C(N=C1)C(=O)N[C@@H]1C(N(C=2N(CC1)N=C(C2)C2C(C2)(F)F)C)=O 1-Benzyl-N-((6S)-2-(2,2-difluorocyclopropyl)-4-methyl-5-oxo-5,6,7,8-tetrahydro-4H-pyrazolo[1,5-a][1,3]diazepin-6-yl)-1H-1,2,4-triazol-3-carboxamid